8-(3-cyclopropyl-1-methyl-1H-pyrazol-4-yl)-N-[(2S)-1-(4-{[5-(3-methyl-1,2-oxazol-5-yl)thiophen-2-yl]sulfonyl}piperazin-1-yl)propan-2-yl]quinazolin C1(CC1)C1=NN(C=C1C=1C=CC=C2C=NCN(C12)[C@H](CN1CCN(CC1)S(=O)(=O)C=1SC(=CC1)C1=CC(=NO1)C)C)C